CC1=CSC=2N=C(N=C(C21)N2C=NC(=C2)C)NC2=CC=C(C=C2)N2CCN(CC2)C 5-methyl-4-(4-methyl-1H-imidazol-1-yl)-N-(4-(4-methylpiperazin-1-yl)phenyl)thieno[2,3-d]pyrimidin-2-amine